2-tert-butylimino-2-diethylamino-1,3-dimethyl-perhydro-1,3,2-diazaphosphine C(C)(C)(C)N=P1(N(CCCN1C)C)N(CC)CC